racemic-dimethylsilyl-bis(2-methyl-4-(4-tert-butylphenyl)-1-indenyl)zirconium dichloride [Cl-].[Cl-].C[SiH](C)[Zr+2](C1C(=CC2=C(C=CC=C12)C1=CC=C(C=C1)C(C)(C)C)C)C1C(=CC2=C(C=CC=C12)C1=CC=C(C=C1)C(C)(C)C)C